(R)-N-(1-(3-chloro-5-(thiophen-2-yl)phenyl)ethyl)-5-(2-(dimethylamino)ethoxy)-2-methylbenzamide ClC=1C=C(C=C(C1)C=1SC=CC1)[C@@H](C)NC(C1=C(C=CC(=C1)OCCN(C)C)C)=O